NCC(C(=O)NC=1C=CC=C2C(=CNC12)C=1C=NNC1)CC1=CC=CC=C1 3-amino-2-benzyl-N-[3-(1H-pyrazol-4-yl)-1H-indol-7-yl]propionamide